4-(3-{[6-(trifluoromethyl)pyridin-3-yl]oxy}pyrazin-2-yl)piperidin-4-ol FC(C1=CC=C(C=N1)OC=1C(=NC=CN1)C1(CCNCC1)O)(F)F